[N+](=O)([O-])C=1C=NNC1C(=O)OCC ethyl 4-nitro-1H-pyrazole-5-carboxylate